C1CN(CCC12CCNCC2)[C@@H](C)C2CCN(CC2)C2=C(C=C1C(=NN(C1=C2)C)C2C(NC(CC2)=O)=O)F 3-[6-[4-[(1S)-1-(3,9-diazaspiro[5.5]undecan-3-yl)ethyl]-1-piperidyl]-5-fluoro-1-methyl-indazol-3-yl]piperidine-2,6-dione